3-(5-(1-(5-chloro-3-methyl-1H-indole-2-carbonyl)piperidin-4-yl)-1-oxoisoindolin-2-yl)piperidine-2,6-dione ClC=1C=C2C(=C(NC2=CC1)C(=O)N1CCC(CC1)C=1C=C2CN(C(C2=CC1)=O)C1C(NC(CC1)=O)=O)C